(R)-1-(1-(3-Chloro-4-(2-(dimethylamino)pyridin-3-yl)phenyl)-2-hydroxyethyl)-3-(2-ethynylthiazol-4-yl)urea ClC=1C=C(C=CC1C=1C(=NC=CC1)N(C)C)[C@H](CO)NC(=O)NC=1N=C(SC1)C#C